F[C@H]1C[C@@H](N(C1)C=1C=CC=2N(N1)C(=CN2)C(=O)OCC)C2=CC(=CC(=C2)F)SC ethyl 6-[(2R,4S)-4-fluoro-2-[5-fluoro-3-(methylsulfanyl)phenyl]pyrrolidin-1-yl]imidazo[1,2-b]pyridazine-3-carboxylate